difluorocytosine FN(C1=NC(NC=C1)=O)F